2-[[4-(1,3-benzo-thiazol-2-yl)piperazin-1-yl]methyl]-N-ethylsulfonyl-4-isopropoxy-benzamide S1C(=NC2=C1C=CC=C2)N2CCN(CC2)CC2=C(C(=O)NS(=O)(=O)CC)C=CC(=C2)OC(C)C